methyl 3-((2-((S)-cycloheptyl(1-ethyl-1H-pyrazole-5-carboxamido)methyl)imidazo[1,2-b]pyridazin-6-yl)methyl)-2-oxopiperidine-3-carboxylate C1(CCCCCC1)[C@@H](C=1N=C2N(N=C(C=C2)CC2(C(NCCC2)=O)C(=O)OC)C1)NC(=O)C1=CC=NN1CC